C1(CC1)C=1C(=C2C=CNC2=C(C1)C)CN1C(CC2(CC(C2)(F)F)CC1)C1=CC=C(C=C1)C1(COC1)O 3-(4-(7-((5-cyclopropyl-7-methyl-1H-indol-4-yl)methyl)-2,2-difluoro-7-azaspiro[3.5]nonan-6-yl)phenyl)oxetan-3-ol